tert-butyl 4-(4-(6-amino-2-fluoro-5-(1-oxo-1,2-dihydroisoquinolin-6-yl)pyridin-3-yl)-2-((dimethylamino)methyl)phenyl)piperazine-1-carboxylate NC1=C(C=C(C(=N1)F)C1=CC(=C(C=C1)N1CCN(CC1)C(=O)OC(C)(C)C)CN(C)C)C=1C=C2C=CNC(C2=CC1)=O